[Co](O)O.[Fe].[Ni] nickel-iron-cobalt hydroxide